3-(1-oxo-5-(1,2,3,6-tetrahydropyridin-4-yl)isoindolin-2-yl)piperidine-2,6-dione O=C1N(CC2=CC(=CC=C12)C=1CCNCC1)C1C(NC(CC1)=O)=O